4-thiopyridine C1=CNC=CC1=S